(5-methyl-1-{[2-(trimethylsilyl)ethoxy]methyl}-1H-imidazol-4-yl)methanol CC1=C(N=CN1COCC[Si](C)(C)C)CO